C(C)(=O)OCC[C@@H]1[C@@H]([C@H](CC1)O[Si](C)(C)C(C)(C)C)/C=C/C(CCC(=O)OC)O (E)-methyl 6-((1R,2R,5S)-2-(2-acetoxyethyl)-5-((tert-butyldimethylsilyl)oxy)cyclopentyl)-4-hydroxyhex-5-enoate